C[C@@H]1C=2N(CCN1C(C1=CC(=C(C(=C1)F)F)F)=O)C(=NC2N2C(CCC2)=O)C2=NC(=NS2)C (R)-1-(8-methyl-3-(3-methyl-1,2,4-thiadiazol-5-yl)-7-(3,4,5-trifluorobenzoyl)-5,6,7,8-tetrahydroimidazo[1,5-a]pyrazin-1-yl)pyrrolidin-2-one